4-(ethylsulfanyl)-1-methyl-3-(7-(trifluoromethyl)imidazo[1,2-c]pyrimidin-2-yl)-1H-pyrazol-5-amine C(C)SC=1C(=NN(C1N)C)C=1N=C2N(C=NC(=C2)C(F)(F)F)C1